1-(1-cyclohexylmethyl)guanidine hydrochloride Cl.C1(CCCCC1)CNC(=N)N